O=C1N(CCC(N1)=O)C1=C(CN2CCN(CC2)C2CCN(CC2)C2=C(C=C(C=C2)NC=2C(=NC(=C(N2)NC2CCOCC2)CC)C(=O)N)OC)C=CC=C1 3-((4-(4-(4-(2-(2,4-dioxotetrahydropyrimidin-1(2H)-yl)benzyl)piperazin-1-yl)piperidin-1-yl)-3-methoxyphenyl)amino)-6-ethyl-5-((tetrahydro-2H-pyran-4-yl)amino)pyrazine-2-carboxamide